cumene-sulfonate C=1(C(=CC=CC1)S(=O)(=O)[O-])C(C)C